C(#N)C1=CC(=C(C=C1)CON1N=C(C=C1)C1CCN(CC1)CC1=NC2=C(N1CC=1OC=CN1)C=C(C=C2)C(=O)O)F 2-[(4-{1-[(4-cyano-2-fluorophenyl)methoxy]-1H-pyrazol-3-yl}piperidin-1-yl)methyl]-1-[(1,3-oxazol-2-yl)methyl]-1H-benzimidazole-6-carboxylic acid